ClC=1C=C(C=CC1F)NC(N(CC)CC1=CN=C(C2=CC=CC=C12)OCC)=O 3-(3-Chloro-4-fluorophenyl)-1-((1-ethoxyisoquinolin-4-yl)methyl)-1-ethylurea